C(C1=CC=CC=C1)(C1=CC=CC=C1)N1C[C@H](N(CC1)CC=1C=C2CN(C(C2=CC1F)=O)C1C(NC(CC1)=O)=O)C 3-(5-(((R)-4-benzhydryl-2-methylpiperazin-1-yl)methyl)-6-fluoro-1-oxoisoindolin-2-yl)piperidine-2,6-dione